COC(=O)C1=C(NC(=C(C1C=1C2=C(SC1)C=CC=C2)C(C)=O)C)C2CC2 5-acetyl-4-(benzo[b]thiophen-3-yl)-2-cyclopropyl-6-methyl-1,4-dihydropyridine-3-carboxylic acid methyl ester